NC1=C(C=C(C#N)C=C1CCOCOCC[Si](C)(C)C)C(=C)C 4-amino-3-(prop-1-en-2-yl)-5-(2-((2-(trimethylsilyl)ethoxy)methoxy)ethyl)benzonitrile